COC1=CC=C(C=C1)N1C(=NC2=CC=CC(=C2C1=O)[N+](=O)[O-])[C@@H]1NCCC1 (R)-3-(4-methoxyphenyl)-5-nitro-2-(pyrrolidin-2-yl)quinazolin-4(3H)-one